C1=CC=CC=2CC=CC3=C(C21)C=CC=C3 dibenzocycloheptan-6-ene